NC1=CC=C(OC2=CC=C(C=C2)C=2C(=C(C=CC2C(C)C)C(C)C)C2=CC=C(C=C2)OC2=CC=C(C=C2)N)C=C1 bis[4-(4-aminophenoxy)phenyl]-1,4-diisopropylbenzene